[Cl-].C(C1=CC=CC=C1)[C@H](NC([C@@H](NC([C@@H](N(C(C[NH+]1CCOCC1)=O)C(=O)[C@@]1(OC1)C)CCC1=CC=CC=C1)=O)CC(C)C)=O)C(NCCC(C)C)=O 4-((4S,7S,10S,13S)-10-benzyl-7-isobutyl-15-methyl-3-((R)-2-methyloxirane-2-carbonyl)-2,5,8,11-tetraoxo-4-phenethyl-3,6,9,12-tetraazahexadecyl)morpholin-4-ium chloride